4-((R)-3-((cyclobutylmethyl)amino)piperidin-1-yl)-1-(1-(3-(5-methoxypyridin-3-yl)isoxazol-5-yl)ethyl)pyridin-2(1H)-one C1(CCC1)CN[C@H]1CN(CCC1)C1=CC(N(C=C1)C(C)C1=CC(=NO1)C=1C=NC=C(C1)OC)=O